4-(7-chloro-4-(methylamino)-2-oxoquinazolin-1(2H)-yl)-cyclohexane-1-carbonitrile ClC1=CC=C2C(=NC(N(C2=C1)C1CCC(CC1)C#N)=O)NC